methyl 4-benzyloxy-7-bromo-isoquinoline-3-carboxylate C(C1=CC=CC=C1)OC1=C(N=CC2=CC(=CC=C12)Br)C(=O)OC